CN1N=CC2=CC=C(C=C12)NCCCCC 1-methyl-N-pentyl-1H-indazol-6-amine